CS(=O)(=O)O.C(C)(C)(C)OC(=O)N mono-tert-butyloxycarbonylamine monomethanesulfonate